benzoyl-sulfimide C(C1=CC=CC=C1)(=O)S=N